O1C2=C(NC(C1)=O)N=CC=C2 2H-pyrido[3,2-B][1,4]oxazin-3(4H)-one